FC([C@H]1N(C(SC1)=C=O)C=1N=C2N(CCOC3=C2C=CC(=C3)NC(C(=O)N)COC)C1)F 2-((2-((R)-4-(difluoromethyl)-2-carbonyl-thiazolidine-3-yl)-5,6-dihydrobenzo[f]imidazo[1,2-d][1,4]oxazepin-9-yl)amino)-3-methoxypropionamide